(4-phenoxybutanoyl)glycine O(C1=CC=CC=C1)CCCC(=O)NCC(=O)O